methyl 3-chloro-2,2-dimethyl-3-oxopropanoate ClC(C(C(=O)OC)(C)C)=O